1-methyl-4-phenyl-4-carboxyethoxypiperidine hydrochloride Cl.CN1CCC(CC1)(OCCC(=O)O)C1=CC=CC=C1